N-(2,3-bis(isobutyryloxy)-5-bromobenzylidene)-2-phenylethanamine C(C(C)C)(=O)OC1=C(C=NCCC2=CC=CC=C2)C=C(C=C1OC(C(C)C)=O)Br